N-(5-bromopyridin-2-yl)benzamidine BrC=1C=CC(=NC1)NC(C1=CC=CC=C1)=N